methacryloxyethyl-methyl-diethyl-ammonium chloride [Cl-].C(C(=C)C)(=O)OCC[N+](CC)(CC)C